C(C=C)(=O)C(CCC)O[Si](OCCCC)(C)CCCO acryloylhydroxypropyl-methyldibutoxysilane